FC1=C(C=CC(=C1)F)C(C)C1(CCC1)CN 1-{1-[1-(2,4-difluorophenyl)ethyl]cyclobutyl}methanamine